4-(benzo[d]oxazol-2(3H)-on-5-yl)-N2-(2-methylisoindolin-5-yl)-5-methylpyrimidine-2,4-diamine O1C(NC2=C1C=CC(=C2)C2(NC(=NC=C2C)NC=2C=C1CN(CC1=CC2)C)N)=O